4-{[3-(2-aminobenzo[d]thiazol-6-yl)-5-(4-bromophenyl)-1H-pyrazol-1-yl]methyl}-N-hydroxybenzoamide NC=1SC2=C(N1)C=CC(=C2)C2=NN(C(=C2)C2=CC=C(C=C2)Br)CC2=CC=C(C(=O)NO)C=C2